rac-(3R)-3-(6-(6-(hydroxymethyl)-3-azabicyclo[3.1.0]hexan-3-yl)pyridin-3-yl)piperidine-2,6-dione OCC1C2CN(CC12)C1=CC=C(C=N1)[C@@H]1C(NC(CC1)=O)=O |r|